CC=1N(C(=CC1)C)C=1C=C(C=CC1)[C@H](CC(=O)OCC)NC(=O)NC=1C(N(C=C(C1O)C)C)=O ethyl (S)-3-(3-(2,5-dimethyl-1H-pyrrol-1-yl)phenyl)-3-(3-(4-hydroxy-1,5-dimethyl-2-oxo-1,2-dihydropyridin-3-yl)ureido)-propanoate